di-pentyl-n-pentyl-bis-(2-ethoxyethoxy)silane tert-Butyl-(2R,5'S)-5,5'-dimethyl-3H-spiro[furo[2,3-c]pyridine-2,3'-pyrrolidine]-1'-carboxylate C(C)(C)(C)OC(=O)N1C[C@]2(C[C@@H]1C)CC=1C(=CN=C(C1)C)O2.C(CCCC)C(CCCC)([SiH](OCCOCC)OCCOCC)CCCCC